Cl.C(C1=CC=CC=C1)(N)N toluenediamine HCl